N-{4-chloro-3-[4-(6-methoxypyridin-3-yl)-6-oxo-1,6-dihydropyrimidin-2-yl]benzyl}isobutyramide ClC1=C(C=C(CNC(C(C)C)=O)C=C1)C=1NC(C=C(N1)C=1C=NC(=CC1)OC)=O